Tert-butyl-((1r,5s)-3-(7-chloro-8-fluoro-2-(((2r,7as)-2-fluorohexahydro-1H-pyrrolizin-7a-yl) methoxy) pyrido[4,3-d]pyrimidin-4-yl)-3-azabicyclo[3.1.0]hex-1-yl) carbamate C(N)(O[C@]12C(N(C[C@@H]2C1)C=1C2=C(N=C(N1)OC[C@]13CCCN3C[C@@H](C1)F)C(=C(N=C2)Cl)F)C(C)(C)C)=O